tert-butyl 4-((4-(benzyloxy)pyridin-2-yl)(hydroxy)methyl)-4-(hydroxymethyl)piperidine-1-carboxylate C(C1=CC=CC=C1)OC1=CC(=NC=C1)C(C1(CCN(CC1)C(=O)OC(C)(C)C)CO)O